(5R,7S)-5-amino-7-(1,3-dioxoisoindolin-2-yl)-2-azaspiro[3.4]octane-2-carboxylic acid benzyl ester C(C1=CC=CC=C1)OC(=O)N1CC2(C1)[C@@H](C[C@H](C2)N2C(C1=CC=CC=C1C2=O)=O)N